C1=C(C)C=CC(C(C)C)=C1O.OCC[N+](C)(C)C choline thymol salt